2-(2-hydroxyethyl)-6-((5-methyl-3-(6-methylpyridin-3-yl)isoxazol-4-yl)methoxy)-1H-pyrrolo[3,4-c]pyridin-3(2H)-one OCCN1C(C=2C=NC(=CC2C1)OCC=1C(=NOC1C)C=1C=NC(=CC1)C)=O